(S)-3-(4-cyclobutoxy-3-fluorobenzyl)-1-(4-fluorobenzyl)-1-((1-methylpyrrolidin-2-yl)methyl)urea C1(CCC1)OC1=C(C=C(CNC(N(C[C@H]2N(CCC2)C)CC2=CC=C(C=C2)F)=O)C=C1)F